COC=1C=C2C(=CC=NC2=CC1OC)Cl 6,7-dimethoxy-4-chloroquinoline